C(=O)C1=CC(=C(OCC(=O)O)C=C1)OC (4-FORMYL-2-METHOXYPHENOXY)ACETIC ACID